ClC=1N=C(C2=C(N1)SC=C2)N2[C@H](CCC2)CO (R)-(1-(2-chlorothieno[2,3-d]pyrimidin-4-yl)pyrrolidin-2-yl)methanol